C1(CC1)C1=NN=C2N1N=C(C=C2NC=2N=NC=CC2)NCC(CC)CC 3-cyclopropyl-N6-(2-ethylbutyl)-N8-(pyridazin-3-yl)-[1,2,4]triazolo[4,3-b]pyridazine-6,8-diamine